O=C1N2[C@@H](CC[C@@H]2CC(=C1)OS(=O)(=O)C(F)(F)F)C(=O)OC Methyl (3S,8aR)-5-oxo-7-(((trifluoromethyl)sulfonyl)oxy)-1,2,3,5,8,8a-hexahydroindolizine-3-carboxylate